tert-butyl (R)-3-((4-bromo-2-fluoro-6-(isopropylamino) phenyl)carbamoyl)pyrrolidine-1-carboxylate BrC1=CC(=C(C(=C1)NC(C)C)NC(=O)[C@H]1CN(CC1)C(=O)OC(C)(C)C)F